C1(CCCCC1)NC(=O)N1[13CH2]COCC1 4-(N-(cyclohexyl)carbamoyl)morpholine-13C